2-(3,5-di-t-butyl-2-hydroxyphenyl)benzotriazole tert-butyl-3-(3-ethoxy-1-hydroxy-2,2-dimethyl-3-oxopropyl)-3-phenethylpyrrolidine-1-carboxylate C(C)(C)(C)OC(=O)N1CC(CC1)(CCC1=CC=CC=C1)C(C(C(=O)OCC)(C)C)O.C(C)(C)(C)C=1C(=C(C=C(C1)C(C)(C)C)N1N=C2C(=N1)C=CC=C2)O